COC1=C(C=CC(=C1)OC)N1C(C2=CC=CC=C2C(=N1)C(=O)N1CCN(CC1)C1=C(C=CC=C1)OC)=O 2-(2,4-dimethoxyphenyl)-4-[[4-(2-methoxyphenyl)-1-piperazinyl]carbonyl]-1(2H)-phthalazinone